C(C1=CC=CC=C1)=NC(C(=O)OC(C)C)(CCCC)C isopropyl 2-(benzylidene amino)-2-methylhexanoate